CNC(C1=CC(=CC(=C1)C1=CC=2C3=C(C=NC2C=C1)N(C(C31CCC1)=O)C)NS(=O)(=O)C)=O N-methyl-5-(3'-methyl-2'-oxo-2',3'-dihydrospiro[cyclobutane-1,1'-pyrrolo[2,3-c]quinolin]-8'-yl)-3-(methylsulfonamido)benzamide